bis(2-hydroxybutyl) phenylphosphonate C1(=CC=CC=C1)P(OCC(CC)O)(OCC(CC)O)=O